dioxido-8-oxo-5-thia-1-azabicyclo[4.2.0]oct-2-en [O-]C1=C(N2C(CC2SC1)=O)[O-]